tert-butyl (2-bromothiophen-3-yl)(methacryloyl)carbamate BrC=1SC=CC1N(C(OC(C)(C)C)=O)C(C(=C)C)=O